C1(CC1)CN1C(N(C(C2=CC(=CC=C12)S(NC1(CC1)C)(=O)=O)=O)CCNC(C=C)=O)=O N-(2-(1-(cyclopropyl-methyl)-6-(N-(1-methylcyclopropyl)sulfamoyl)-2,4-dioxo-1,4-dihydroquinazolin-3(2H)-yl)ethyl)acryl-amide